S(O)(O)(=O)=O.C(CCC)N1CN(C=C1)CCCC 1,3-dibutylimidazole bisulfate